4-((2-Bromo-3'-(3-((4-(hydroxymethyl)piperidin-1-yl)methyl)-1,2,4-oxadiazol-5-yl)-2'-methyl-[1,1'-biphenyl]-3-yl)methoxy)-5-chloro-2-(pyridin-3-ylmethoxybenzyl)-L-serine BrC1=C(C=CC=C1COC1=CC=C(C([C@](N)(CO)C(=O)O)OCC=2C=NC=CC2)C=C1Cl)C1=C(C(=CC=C1)C1=NC(=NO1)CN1CCC(CC1)CO)C